(S)-2-hydroxy-6-((1-(2-(2-hydroxyethyl)benzoyl)-piperidin-2-yl)methoxy)-benzaldehyde OC1=C(C=O)C(=CC=C1)OC[C@H]1N(CCCC1)C(C1=C(C=CC=C1)CCO)=O